[I-].NC1=CC=CC=C1.[Pb+2].[I-] lead aniline iodide